NC1=C(C=C(OC=2C(=NC=CC2)C(=O)O)C=C1)F (4-amino-3-fluorophenoxy)pyridine-2-carboxylic acid